4-{[(2R,6S)-2,6-dimethylmorpholin-4-yl]methyl-(piperidin-1-yl)phenyl}-N1,N1-dimethylbenzene-1,4-disulfonamide C[C@@H]1CN(C[C@@H](O1)C)CC=1C(=C(C=CC1)C1(CC=C(C=C1)S(=O)(=O)N(C)C)S(=O)(=O)N)N1CCCCC1